C(=O)O.C1(CC1)N1C[C@@H](CCC1)C(C(=O)N)(C)N1N=C(N2C(C1=O)=CC1=C2SC=C1)C(C)C ((R)-1-cyclopropylpiperidin-3-yl)-2-(8-isopropyl-5-oxothieno[3',2':4,5]pyrrolo[1,2-d][1,2,4]triazin-6(5H)-yl)propanamide formate salt